C(C)(C)C1CC=C(C(C1)CC=O)C 2-(5-isopropyl-2-methylcyclohex-2-en-1-yl)acetaldehyde